CC1COC2(N(C1=O)C)C=CC(C=C2)=O 3,5-dimethyl-1-oxa-5-azaspiro[5.5]undec-7,10-diene-4,9-dione